C(#N)[C@H]1N(CSC1)C(CNC(=O)C1=CC=NC2=CC=C(C=C12)C=1C(=NN(C1)C)C)=O (R)-N-(2-(4-cyanothiazolidin-3-yl)-2-oxoethyl)-6-(1,3-dimethyl-1H-pyrazol-4-yl)-quinoline-4-carboxamide